C(C1=CC=CC=C1)N1N=CC(=C1)NC(OC1=CC=CC=C1)=O phenyl (1-benzyl-1H-pyrazol-4-yl)carbamate